OC1(COC1)C=1C=C(C=CC1)C(=O)N1CCC(CC1)CC1=CC=C(C=C1)C(F)(F)F (3-(3-hydroxyoxetan-3-yl)phenyl)(4-(4-(trifluoromethyl)benzyl)piperidin-1-yl)methanone